COC(=O)C1N(CC(C1)C1=CC(=C(C=C1)OC(F)F)OC1CCCC1)C(C)=O 1-acetyl-4-(3-(cyclopentyloxy)-4-(difluoromethoxy)phenyl)pyrrolidine-2-carboxylic acid methyl ester